CS(=O)(=O)C1=C(C(=C(C(=N1)Cl)Cl)Cl)Cl methylsulfonyltetrachloropyridine